ethyl 3-[1-(6-bromohexyl)-4-methyl-1H-benzotriazol-5-yl]-3-{3-[(1R)-1-(6-hydroxy-2,2-dioxo-2H-1,2λ6,3-benzoxathiazin-3(4H)-yl)ethyl]-4-methylphenyl}propanoate BrCCCCCCN1N=NC2=C1C=CC(=C2C)C(CC(=O)OCC)C2=CC(=C(C=C2)C)[C@@H](C)N2S(OC1=C(C2)C=C(C=C1)O)(=O)=O